tert-butyl 1-((5-fluoropyridin-3-yl)methyl)-2,4-dioxo-3-(6-(trifluoromethyl)pyridin-3-yl)-1,3,8-triazaspiro[4.5]decane-8-carboxylate FC=1C=C(C=NC1)CN1C(N(C(C12CCN(CC2)C(=O)OC(C)(C)C)=O)C=2C=NC(=CC2)C(F)(F)F)=O